C1(CC1)C(=O)N1CCN(CC1)C=1N=C2N(C(C1)=O)C=C(C=C2C(C)NC2=C(C(=O)O)C=CC=C2)C 2-((1-(2-(4-(cyclopropanecarbonyl)piperazin-1-yl)-7-methyl-4-oxo-4H-pyrido[1,2-a]pyrimidin-9-yl)ethyl)amino)benzoic acid